3,4-diphenyl-2,3-dihydrooxazole C1(=CC=CC=C1)N1COC=C1C1=CC=CC=C1